4-[[1-[(1-tert-butoxycarbonyl-4-piperidinyl)methyl]-5-oxo-pyrrolidin-3-yl]methyl]piperazine-1-carboxylic acid benzyl ester C(C1=CC=CC=C1)OC(=O)N1CCN(CC1)CC1CN(C(C1)=O)CC1CCN(CC1)C(=O)OC(C)(C)C